[Cl-].C(C=C)[N+](C)(C)CC=C diallyl-N,N-dimethylammonium chloride